2-{6-azaspiro[2.5]octan-6-yl}-N-[8-(4,4-difluoropiperidin-1-yl)-1,7-naphthyridin-6-yl]-4-[(2S)-1-hydroxypropane-2-sulfonamido]benzamide C1CC12CCN(CC2)C2=C(C(=O)NC=1C=C3C=CC=NC3=C(N1)N1CCC(CC1)(F)F)C=CC(=C2)NS(=O)(=O)[C@H](CO)C